(E)-4-chlorobenzaldehyde O-(1-methyl-3-(difluoromethyl)-1H-pyrazole-4-carbonyl) oxime CN1N=C(C(=C1)C(=O)O\N=C\C1=CC=C(C=C1)Cl)C(F)F